Cl.NC1=CC(=C(C=N1)N1C=C(C(C2=CC(=C(C=C12)N1CC2=NC=CC=C2C1)Cl)=O)C(=O)O)C 1-(6-amino-4-methylpyridin-3-yl)-6-chloro-4-oxo-7-{5H,6H,7H-pyrrolo[3,4-b]pyridin-6-yl}-1,4-dihydroquinoline-3-carboxylic acid hydrochloride